ClC1=NC=C(C(=C1)NC(C)C)C=1SC=NN1 2-chloro-N-isopropyl-5-(1,3,4-thiadiazol-2-yl)pyridin-4-amine